2-(4-octoxy-2-hydroxyphenyl)-4,6-bis(2,4-dimethylphenyl)-1,3,5-triazine C(CCCCCCC)OC1=CC(=C(C=C1)C1=NC(=NC(=N1)C1=C(C=C(C=C1)C)C)C1=C(C=C(C=C1)C)C)O